ClC1=CC=C(C=C1)C1=CC=C2C(=N1)SC(=N2)NC(C2=CN=C(C=C2C2=C(C=CC=C2)OC)C)=O N-(5-(4-chlorophenyl)thiazolo[5,4-b]pyridin-2-yl)-4-(2-methoxyphenyl)-6-methylnicotinamide